O=S1(N(CC(N1)=O)C1=C(C=C(C=C1O)NS(=O)(=O)CC1=CC=CC=C1)F)=O N-[4-(1,1-dioxido-4-oxo-1,2,5-thiadiazolidin-2-yl)-3-fluoro-5-hydroxyphenyl]-1-phenylmethanesulfonamide